TERT-BUTYL 5-(4-AMINO-1-(OXETAN-3-YL)-1H-PYRAZOLO[3,4-D]PYRIMIDIN-3-YL)-4-CHLOROINDOLINE-1-CARBOXYLATE NC1=C2C(=NC=N1)N(N=C2C=2C(=C1CCN(C1=CC2)C(=O)OC(C)(C)C)Cl)C2COC2